C(CCC)OCCC(=O)N(C)C 3-butoxy-N,N-dimethylpropionamide